C12CN(CC(N1)C2)C2=C(C1=CN(C=C1C=C2F)C2C(NC(CC2)=O)=O)F 5-(3,6-diazabicyclo[3.1.1]heptane-3-yl)-2-(2,6-dioxopiperidin-3-yl)-4,6-difluoroisoindol